C(C1=CC=CC=C1)OC(=O)N1C(C(=CC1)C1=CC=2C(=NC=CC2NC=2C=CC3=C(N=CS3)C2)S1)C 3-(4-(Benzo[d]thiazol-5-ylamino)thieno[2,3-b]pyridin-2-yl)-2-methyl-2,5-dihydro-1H-pyrrole-1-carboxylic acid benzyl ester